5-ethynyl-6-fluoronaphthalene-2-carboxylate C(#C)C1=C2C=CC(=CC2=CC=C1F)C(=O)[O-]